OC1=C2C([C@H]([C@@H](OC2=CC(=C1)O)C1=CC(=C(C(=C1)O)O)O)OC)=O (trans)-5,7-dihydroxy-3-methoxy-2-(3,4,5-trihydroxyphenyl)chroman-4-one